tert-butyl 1-[[(1S)-2-methoxy-2-oxo-1-[[(3S)-2-oxopyrrolidin-3-yl]methyl]ethyl]carbamoyl]isoindoline-2-carboxylate COC([C@H](C[C@H]1C(NCC1)=O)NC(=O)C1N(CC2=CC=CC=C12)C(=O)OC(C)(C)C)=O